5-formyl-2'-deoxyuridine C(=O)C=1C(NC(N([C@H]2C[C@H](O)[C@@H](CO)O2)C1)=O)=O